6-bromo-2-[(4-methoxyphenyl)methyl]-1-methyl-2,3-dihydro-1H-indazol-3-one BrC1=CC=C2C(N(N(C2=C1)C)CC1=CC=C(C=C1)OC)=O